5-[2-[tert-butyl(dimethyl)silyl]ethynyl]-2-chloro-N-cyclopentyl-pyridin-4-amine [Si](C)(C)(C(C)(C)C)C#CC=1C(=CC(=NC1)Cl)NC1CCCC1